Br.N=C1SC2=C(N1CC(=O)C1=CC=C(C=C1)C)CCCCCC2 2-(2-Imino-4,5,6,7,8,9-hexahydrocycloocta[d]thiazol-3(2H)-yl)-1-(p-tolyl)ethan-1-one hydrogen bromide